4-pentanoyl-cytidine triphosphate P(O)(=O)(OP(=O)(O)OP(=O)(O)O)OC[C@@H]1[C@H]([C@H]([C@@H](O1)N1C(=O)NC(N)(C=C1)C(CCCC)=O)O)O